1-{5-fluoro-2-[(3R,5S)-3,4,5-trimethylpiperazin-1-yl]pyrimidin-4-yl}-N-(2-{imidazo[1,2-a]pyridin-3-yl}propan-2-yl)azetidine-3-carboxamide FC=1C(=NC(=NC1)N1C[C@H](N([C@H](C1)C)C)C)N1CC(C1)C(=O)NC(C)(C)C1=CN=C2N1C=CC=C2